(S)-tert-Butyl((6-(2-chloro-3-(2,3-dichloropyridin-4-yl)phenyl)-2-methoxypyridine-3-yl)methyl)((5-oxopyrrolidin-2-yl)methyl)carbamate C(C)(C)(C)OC(N(C[C@H]1NC(CC1)=O)CC=1C(=NC(=CC1)C1=C(C(=CC=C1)C1=C(C(=NC=C1)Cl)Cl)Cl)OC)=O